2-(4-(dimethylamino)but-2-enoyl)-2-azaspiro[3.3]heptane-6-carboxamide CN(CC=CC(=O)N1CC2(C1)CC(C2)C(=O)N)C